C(C)OC1=C(C=CC(=C1)Br)Br 2-ethoxy-1,4-dibromobenzene